BrC=1C=NN2C1N=C(N=C2NCC(=O)OC)S(=O)(=O)C Methyl N-[8-bromo-2-(methanesulfonyl)pyrazolo[1,5-a][1,3,5]triazin-4-yl]glycinate